methyl (E)-3-[2-(4-fluorophenyl)-1H-indol-3-yl]propanoate FC1=CC=C(C=C1)C=1NC2=CC=CC=C2C1CCC(=O)OC